triethoxyaluminum lithium hydride [H-].[Li+].C(C)O[Al](OCC)OCC